3-(2-{5-[(3R,5R)-3-amino-5-fluoropiperidine-1-carbonyl]-7-methoxy-1-methyl-1H-1,3-benzodiazol-2-yl}-1-(cyclopropylmethyl)-1H-pyrrolo[2,3-b]pyridin-6-yl)thietan-3-ol N[C@H]1CN(C[C@@H](C1)F)C(=O)C1=CC2=C(N(C(=N2)C2=CC=3C(=NC(=CC3)C3(CSC3)O)N2CC2CC2)C)C(=C1)OC